BrC1=CC(=C(C=C1)NC(=O)C=1C=NC=CC1)S(=O)(=O)C N-(4-bromo-2-methanesulfonylphenyl)pyridine-3-carboxamide